6-(6-(hydroxymethyl)-1H-pyrrolo[2,3-b]pyridin-3-yl)-4,4-dimethyl-3,4-dihydroisoquinolin-1(2H)-one OCC1=CC=C2C(=N1)NC=C2C=2C=C1C(CNC(C1=CC2)=O)(C)C